C(C)(C)(C)OC(=O)N1[C@@H](CN([C@H](C1)C)C=1C2=C(N=CN1)NC=C2C2=NC=CN=C2C)C (2r,5s)-2,5-dimethyl-4-(5-(3-methylpyrazin-2-yl)-7H-pyrrolo[2,3-d]pyrimidin-4-yl)piperazine-1-carboxylic acid tert-butyl ester